CN(CCNC(=O)NC1=CC=CC=C1)C 1-(2-(dimethylamino)ethyl)-3-phenylurea